1,4,7,10,13-pentaazatridecane NCCNCCNCCNCCN